3-((2-aminopyridin-4-yl)methoxy)-5-bromopyrazin-2-amine NC1=NC=CC(=C1)COC=1C(=NC=C(N1)Br)N